1-(2,6-diethylphenyl)-5-{[3-fluoro-4-(3-methylpyridin-4-yl)phenyl]methyl}-6-hydroxy-2-(1-methyl-1H-pyrazol-3-yl)-1,4-dihydropyrimidin-4-one C(C)C1=C(C(=CC=C1)CC)N1C(=NC(C(=C1O)CC1=CC(=C(C=C1)C1=C(C=NC=C1)C)F)=O)C1=NN(C=C1)C